CN1CCC12CN(C2)C2=NC1=C(N2C(=O)NCC#CC(C)C)C=CC=C1 (1-Methyl-1,6-diazaspiro[3.3]heptan-6-yl)-N-(4-methylpent-2-yn-1-yl)-1H-benzo[d]imidazole-1-carboxamide